(Z)-1-(4-amino-2-fluorobut-2-en-1-yl)-4-(pyridin-3-yl)-1H-benzo[d]imidazol-6-carbonitrile Hydrochloride Cl.NC\C=C(\CN1C=NC2=C1C=C(C=C2C=2C=NC=CC2)C#N)/F